C1=CNC(=C1)N aminopyrrole